1-(3-(2,5-dichloropyrimidin-4-yl)phenyl)-4-fluoropyridin-2(1H)-one ClC1=NC=C(C(=N1)C=1C=C(C=CC1)N1C(C=C(C=C1)F)=O)Cl